ClC1=C2N=C(C=NC2=CC=C1C1=NNC2=NC(=C(N=C21)C)N2[C@@H]1[C@H]([C@H](C[C@H]2CC1)N)F)OC (1S,2S,3S,5R)-8-[3-(5-chloro-3-methoxyquinoxalin-6-yl)-5-methyl-1H-pyrazolo[3,4-b]pyrazin-6-yl]-2-fluoro-8-azabicyclo[3.2.1]octan-3-amine